Ethyl 2-[(4-bromo-2-chloro-5-methyl-phenyl)methyl]-7-fluoro-3-(2-methoxyethyl)benzimidazole-5-carboxylate BrC1=CC(=C(C=C1C)CC=1N(C2=C(N1)C(=CC(=C2)C(=O)OCC)F)CCOC)Cl